2,2,6,6-tetramethyl-4-piperidyl-1,6-hexandiamine CC1(NC(CC(C1)C(CCCCCN)N)(C)C)C